3-ethyl-5-methyl-3H-imidazo[4,5-b]Pyridine C(C)N1C=NC=2C1=NC(=CC2)C